C(C)(=O)NC=1N=C2N(N=C(C=C2)C=2C=C(C(=NC2)OC)C(=O)NCC2=C(C=C(C=C2)F)OC2CCOCC2)C1 5-{2-acetamidoimidazo[1,2-b]pyridazin-6-yl}-N-{[4-fluoro-2-(oxan-4-yloxy)phenyl]methyl}-2-methoxypyridine-3-carboxamide